COC(CCC(=O)C=1SC=C(C1)C1=CC=CC=2C=COC21)=O 4-(4-(benzofuran-7-yl)thiophen-2-yl)-4-oxobutanoic acid methyl ester